(S)-N-(1-(3-(3-isopropylphenyl)-1,2,4-oxadiazol-5-yl)ethyl)-3-hydroxy-4-methoxypicolinamide C(C)(C)C=1C=C(C=CC1)C1=NOC(=N1)[C@H](C)NC(C1=NC=CC(=C1O)OC)=O